ClC=1C=C(C=CC1)N[C@H](CC(C)C)C(=O)N1[C@@H]2CC([C@H]([C@@H]1C(=O)N[C@@H](C[C@H]1C(NCC1)=O)C#N)CC2)(F)F (1S,3R,4S)-2-((3-chlorophenyl)-D-leucyl)-N-((S)-1-cyano-2-((S)-2-oxopyrrolidin-3-yl)ethyl)-5,5-difluoro-2-azabicyclo[2.2.2]octane-3-carboxamide